ClC1=C(C=CC(=C1)F)NC=1N(C2=NC(=NC=C2N1)N[C@H]1C[C@@](CCC1)(C)O)C1CCC(CC1)C(=O)N (1S,4s)-4-(8-(2-chloro-4-fluorophenylamino)-2-((1R,3S)-3-hydroxy-3-methylcyclohexylamino)-9H-purin-9-yl)cyclohexanecarboxamide